1-(3-(phenylmethoxy)phenyl)-N-methyl-methanesulfonamide C1(=CC=CC=C1)COC=1C=C(C=CC1)CS(=O)(=O)NC